N1N=CC=C1C=C1C(NC2=CC=C(C=C12)NS(=O)(=O)C1=CC=C(C=C1)C)=O N-(3-((1H-pyrazol-5-yl)methylene)-2-oxoindolin-5-yl)-4-methylbenzenesulfonamide